6-fluoro-2-(4-morpholin-4-ylmethyl-phenyl)-quinoline-4-carboxylic acid (2-pyrrolidin-1-yl-ethyl)amide succinate C(CCC(=O)O)(=O)O.N1(CCCC1)CCNC(=O)C1=CC(=NC2=CC=C(C=C12)F)C1=CC=C(C=C1)CN1CCOCC1